2-(3-(5-amino-6-(4-hydroxypent-1-ynyl)pyrazin-2-yl)-4-methylphenyl)-3,3,3-trifluoro-2-hydroxypropanamide NC=1N=CC(=NC1C#CCC(C)O)C=1C=C(C=CC1C)C(C(=O)N)(C(F)(F)F)O